C(CC(O)(C(=O)[O-])CC(=O)[O-])(=O)[O-].[Na+].[Na+].[Na+] trisodium citrate salt